N-p-aminophenyl-4-p-aminophenyl-(t-butyloxycarbonyl)aminomethylpiperidine NC1=CC=C(C=C1)N1C(CC(CC1)C1=CC=C(C=C1)N)CNC(=O)OC(C)(C)C